CCCCC\C=C/C\C=C/CCCCCCCC(CCCCCCC\C=C/C\C=C/CCCCC)O (6Z,9Z,26Z,29Z)-Pentatriaconta-6,9,26,29-tetraen-18-ol